propyl-dimethyl-2,3-dihydroxypropyl-ammonium chloride [Cl-].C(CC)[N+](CC(CO)O)(C)C